ClC=1C(=NC=NC1)N1CC(C2=CC=CC=C12)S(=O)(=O)C 5-chloro-4-(3-(methylsulfonyl)indolin-1-yl)pyrimidin